ClC=1C=C(C(=NC1)C)S(=O)(=O)NC1=C(C(=C(C=C1)F)C=1C=CC=2N(C1)C=NC2C=2NC(=C(N2)C)C)F 5-chloro-N-(3-(1-(4,5-dimethyl-1H-imidazol-2-yl)imidazo[1,5-a]pyridin-6-yl)-2,4-difluorophenyl)-2-methylpyridine-3-sulfonamide